2-((6-((5-cyano-4-(3-(2-(1,3-dioxoisoindolin-2-yl)ethyl)-4,4-difluoro-5-methylpiperidin-1-yl)pyrimidin-2-yl)amino)-1-methyl-2-oxo-1,2-dihydroquinolin-3-yl)oxy)-N-methylacetamide C(#N)C=1C(=NC(=NC1)NC=1C=C2C=C(C(N(C2=CC1)C)=O)OCC(=O)NC)N1CC(C(C(C1)C)(F)F)CCN1C(C2=CC=CC=C2C1=O)=O